tert-butyl ((cis)-3-((3-fluoro-6-(1-methyl-1H-pyrazol-4-yl)pyrazolo[1,5-a]pyrazin-4-yl)oxy)cyclobutyl)(methyl)-carbamate FC=1C=NN2C1C(=NC(=C2)C=2C=NN(C2)C)O[C@H]2C[C@H](C2)N(C(OC(C)(C)C)=O)C